C1(CC2C(CC1)O2)CCC[Si](OC)(OC)OC Gamma-(3,4-epoxycyclohexyl)-propyltrimethoxysilane